2-Amino-9-((2R,3S,4S,5R)-4-fluoro-3-hydroxy-5-(hydroxymethyl)tetrahydrofuran-2-yl)-7-((3-hydroxyisoxazol-5-yl)methyl)-7,9-dihydro-8H-purin-8-on NC1=NC=C2N(C(N(C2=N1)[C@@H]1O[C@@H]([C@H]([C@H]1O)F)CO)=O)CC1=CC(=NO1)O